COC(CC1(CC1)C(=O)O)=O 1-(2-methoxy-2-oxoethyl)-cyclopropane-1-carboxylic acid